1-(5-methyl-1,3,4-oxadiazol-2-yl)methanamine CC1=NN=C(O1)CN